C(C)C1=C(C(=C(C(=O)O)OC)CCCCCC)C=CC=C1.C(=C)CCC[Si](OCC)(OCC)OCC 3-vinyl-propyl-triethoxysilane Ethylhexyl-Methoxycinnamate